FC1=CC=C(C=C2C(C3=CC(=CC=C3C2)O)=O)C=C1 2-(4-fluorobenzylidene)-6-hydroxy-2,3-dihydro-1H-inden-1-one